3-(2-amino-6-(1-((6-methoxy-1H-indol-3-yl)methyl)-1H-1,2,3-triazol-4-yl)pyrimidin-4-yl)2-methylbenzonitrile NC1=NC(=CC(=N1)C=1C(=C(C#N)C=CC1)C)C=1N=NN(C1)CC1=CNC2=CC(=CC=C12)OC